N-[1-(4-{3-[(1r,3R,5S,7r)-3,5-Dimethyladamantan-1-yl]ureido}benzoyl)piperidin-4-yl]cyclopropanecarboxamide C[C@]12CC3(CC(C[C@@](C1)(C3)C)C2)NC(NC2=CC=C(C(=O)N3CCC(CC3)NC(=O)C3CC3)C=C2)=O